N1CC2(C=3C=NC(=CC31)NC(C)=O)CC2 N-(1',2'-dihydrospiro[cyclopropane-1,3'-pyrrolo[3,2-c]pyridin]-6'-yl)acetamide